((1R,3R)-3-aminocyclobutyl)((R)-2-methyl-4-(5-(trifluoromethyl)pyrimidin-2-yl)piperazine-1-yl)methanone hydrochloride Cl.NC1CC(C1)C(=O)N1[C@@H](CN(CC1)C1=NC=C(C=N1)C(F)(F)F)C